N[C@@H]1[C@H](CN(CC1)C(=O)OCC1=CC=CC=C1)O benzyl (3s,4s)-4-amino-3-hydroxypiperidine-1-carboxylate